trimethyl-(2-prop-2-enoyloxyethyl)ammonium chloride [Cl-].C[N+](CCOC(C=C)=O)(C)C